(5-(2-((3,3-difluorocyclobutyl)amino)-7H-pyrrolo[2,3-d]pyrimidin-5-yl)pyrazolo[1,5-a]pyridin-3-yl)(piperidin-1-yl)methanone FC1(CC(C1)NC=1N=CC2=C(N1)NC=C2C2=CC=1N(C=C2)N=CC1C(=O)N1CCCCC1)F